ClC1=C(C=C(C=C1)C([C@@H](CO)O)=O)CC1=CC=C(C=C1)OCC (R)-1-(4-chloro-3-(4-ethoxybenzyl)phenyl)-2,3-dihydroxypropan-1-one